(R)-1-(4-chloro-6-((3-(trifluoromethyl)phenyl)amino)-1,3,5-triazin-2-yl)pyrrolidin-3-ol ClC1=NC(=NC(=N1)NC1=CC(=CC=C1)C(F)(F)F)N1C[C@@H](CC1)O